N-hydroxy-4-((9-oxoacridin-10(9H)-yl)methyl)benzamide ONC(C1=CC=C(C=C1)CN1C=2C=CC=CC2C(C2=CC=CC=C12)=O)=O